Dinaphtho[2,3-b:2',3'-f]thieno[3,2-b]thiophene C1=CC=C2C=C3C(=CC2=C1)C4=C(S3)C5=CC6=CC=CC=C6C=C5S4